C(C)N1C=2N(C(N(C(C2N=C1SCC(=O)O)=O)C)=O)C 2-(9-ethyl-1,3-dimethyl-2,6-dioxopurin-8-yl)sulfanylacetic acid